tert-butyl (1S,2R,5R)-2-allyl-3-(5-bromo-7-chloro-2-(ethylthio)-8-fluoropyrido[4,3-d]pyrimidin-4-yl)-3,8-diazabicyclo[3.2.1]octane-8-carboxylate C(C=C)[C@@H]1[C@@H]2CC[C@H](CN1C=1C3=C(N=C(N1)SCC)C(=C(N=C3Br)Cl)F)N2C(=O)OC(C)(C)C